NC=1C2=C(N=CN1)N(C=C2C2=CC=C(C=1N2C=CN1)NC(=O)NC1=NOC(=C1)C1(CC1)C(F)(F)F)C1CCN(CC1)C 1-(5-(4-amino-7-(1-methyl-piperidin-4-yl)-7H-pyrrolo-[2,3-d]pyrimidin-5-yl)imidazo[1,2-a]pyridin-8-yl)-3-(5-(1-(trifluoromethyl)cyclopropyl)isoxazol-3-yl)urea